C(#N)C=1C(=CC(=NC1)NC(=O)C1=CC=C(C=C1)C1=C(C=C(C=C1)C1=NOC(=N1)C)C(F)(F)F)OCCN(C)C N-(5-Cyano-4-(2-(dimethylamino)ethoxy)pyridin-2-yl)-4'-(5-methyl-1,2,4-oxadiazol-3-yl)-2'-(trifluoromethyl)-[1,1'-biphenyl]-4-carboxamid